tert-butyl ((1-(4-(pentafluoro-λ6-sulfanyl)phenyl)-1H-pyrazolo[3,4-b]pyridin-3-yl)methyl)carbamate FS(C1=CC=C(C=C1)N1N=C(C=2C1=NC=CC2)CNC(OC(C)(C)C)=O)(F)(F)(F)F